C(C)(=O)OCC1=C(C(=CC=C1CC1NC(CC2=CC(=C(C=C12)OCC1=CC=CC=C1)OC([2H])([2H])[2H])([2H])[2H])OC)OCC1=CC=CC=C1 2-(benzyloxy)-6-((7-(benzyloxy)-6-(methoxy-d3)-1,2,3,4-tetrahydroisoquinolin-1-yl-3,3-d2) methyl)-3-methoxybenzyl acetate